2-benzhydryl-3-quinuclidinone C(C1=CC=CC=C1)(C1=CC=CC=C1)C1N2CCC(C1=O)CC2